BrC1=C2CCCN(C2=CC=C1)C1=NC(NC2=CC=CC(=C12)F)=O 4-(5-bromo-3,4-dihydro-2H-quinolin-1-yl)-5-fluoro-1H-quinazolin-2-one